COC(=O)C=1C(N(N=C(C1)C(C)C)C1=NC=C(C=C1)C(F)(F)F)=O.CN1C=2C=CC=CC2N(C2=CC=CC=C12)C 5,10-dimethyl-5,10-dihydrophenazine Methyl-6-isopropyl-3-oxo-2-[5-(trifluoromethyl)-2-pyridyl]-2,3-dihydropyridazine-4-carboxylate